(4-methoxyphenyl)-N-methyl-[1,2,4]triazolo[4,3-a]quinazolin-5-amine COC1=CC=C(C=C1)C1=NN=C2N1C1=CC=CC=C1C(=N2)NC